COC1=NC(=CC(=C1)C(C(=O)N1C[C@]2(CC1)NC1=NC(=C(C=C1CC2)C2=NC=CC=N2)C)C)OC 2-(2,6-dimethoxypyridin-4-yl)-1-[(2S)-7-methyl-6-(pyrimidin-2-yl)-3,4-dihydro-1H-spiro[1,8-naphthyridine-2,3'-pyrrolidin]-1'-yl]propan-1-one